(4-amino-3-(3-hydroxy-1-pentyn-1-yl)phenyl)ethanone (3-(benzyloxy)-1-(1-(methylsulfonyl)spiro[indoline-3,4'-piperidine]-1'-yl)-1-oxopropan-2-yl)carbamate C(C1=CC=CC=C1)OCC(C(=O)N1CCC2(CC1)CN(C1=CC=CC=C12)S(=O)(=O)C)NC(O)=O.NC1=C(C=C(C=C1)C(C)=O)C#CC(CC)O